3-(4-(2-chloro-5-(methoxycarbonyl)-3-nitrophenoxy)but-2-yn-1-yl)piperidine-1-carboxylic acid tert-butyl ester C(C)(C)(C)OC(=O)N1CC(CCC1)CC#CCOC1=C(C(=CC(=C1)C(=O)OC)[N+](=O)[O-])Cl